C(C)(C)NC1CC=C(CC1)C=1C=NC2=CC=C(N=C2C1)C=1N=CNC1C1=NC(=CC=C1)C N-isopropyl-4-(6-(5-(6-methylpyridin-2-yl)-1H-imidazol-4-yl)-1,5-naphthyridin-3-yl)cyclohex-3-en-1-amine